7-((2-hydroxyethyl)sulfonyl)-2-(6-((S)-3-methoxy-2-methyl-3-oxopropyl)pyridin-2-yl)-2,6,6-trimethylheptanoic acid OCCS(=O)(=O)CC(CCCC(C(=O)O)(C)C1=NC(=CC=C1)C[C@@H](C(=O)OC)C)(C)C